(2-methoxymethoxy-3-trimethylsilylphenyl)-(2,6-dimethoxyphenyl)chlorophosphine COCOC1=C(C=CC=C1[Si](C)(C)C)P(Cl)C1=C(C=CC=C1OC)OC